N1C=C(C2=CC=CC=C12)CC1N(CCC2=CC(=C(C=C12)OCC)OC)C(COC)=O 1-(1-((1H-indol-3-yl)methyl)-7-ethoxy-6-methoxy-3,4-dihydroisoquinoline-2(1H)-yl)-2-methoxyeth-ane-1-one